C1(CCC1)C1=C(C=CC=C1F)C1=C(C=CC(=C1)C(C(=O)NS(=O)(=O)C)(C)C)O[C@H]1C[C@@H](CC1)NC([C@H]1N(CC(C1)(C)C)C([2H])([2H])[2H])=O N-{(1R,3R)-3-[(2'-cyclobutyl-3'-fluoro-5-{1-[(methanesulfonyl)amino]-2-methyl-1-oxopropan-2-yl}[1,1'-biphenyl]-2-yl)oxy]cyclopentyl}-4,4-dimethyl-1-(2H3)methyl-L-prolinamide